O[C@H]1[C@@H](CCCC1)NC=1N=NC(=C2C1CN(CC2)S(=O)(=O)C)C2=C(C=C(C=C2)C(F)(F)F)O 2-[4-{[(1R,2R)-2-hydroxycyclohexyl]amino}-6-(methanesulfonyl)-5,6,7,8-Tetrahydropyrido[3,4-d]pyridazin-1-yl]-5-(trifluoromethyl)phenol